FC1=C(OC[C@@H](/C=C/[C@H]2[C@@H](C[C@@H]3OC[C@H](CC[C@@H]32)CCCC(=O)O)O)O)C=CC=C1 4-{(3S,5aR,6R,7R,8aS)-6-[(1E,3R)-4-(2-fluorophenoxy)-3-hydroxy-1-buten-1-yl]-7-hydroxyoctahydro-2H-cyclopenta[b]oxepin-3-yl}butanoic acid